piperazine-1,3-dicarboxylic acid O1-tert-butyl ester O3-methyl ester COC(=O)C1CN(CCN1)C(=O)OC(C)(C)C